C1(CC1)C1=C(C(=NO1)C1=C(C=CC=C1Cl)Cl)CO[C@H]1[C@@H]2CN([C@H](C1)C2)C2=CC(=C(C=C2)C(=O)NCC(=O)O)F 2-([4-[(1S,4S,5R)-5-[[5-cyclopropyl-3-(2,6-dichlorophenyl)-1,2-oxazol-4-yl]methoxy]-2-azabicyclo[2.2.1]heptan-2-yl]-2-fluorophenyl]formamido)acetic acid